Cl.ClC1=C(C=CC=C1)NC(=N)N 1-(2-Chlorophenyl)guanidine hydrochloride